C1(=CCCCC1)C#C[C@@]1(OC2=CC=CC=C2C(C1)=O)C(=O)OC methyl (R)-2-(cyclohex-1-en-1-ylethynyl)-4-oxochromane-2-carboxylate